C(C)(C)(C)C=1C=C2C(=CC1)NC1=C2CC(NC2=C1C=C(C=C2)\C=C\C(=O)C2=CC=C(C=C2)O)=O 9-Tert-butyl-2-[(E)-3-(4-hydroxyphenyl)-3-oxoprop-1-enyl]-7,12-dihydro-5H-indolo[3,2-d][1]benzazepin-6-one